CCCCCCC[C@@H]1[C@H](C(=O)NCC(=O)N[C@H](C(=O)N[C@H](C(=O)N[C@H](C(=O)N[C@H](C(=O)O1)C)C)CC(C)C)C(C)C)C The molecule is an emericellamide derived from N-[(2R,3R)-3-hydroxy-2-methyldecanoyl]glycyl-L-valyl-L-leucyl-L-alanyl-L-alanine by the formal intramolecular condensation of the alcoholic hydroxy group with the C-terminal carboxylic acid group.